BrCC\C=C/CCCCCCCCCC(OCCCCCCCCCC)OCCCCCCCCCC (3Z)-1-bromo-14,14-didecyloxy-3-tetradecene